C(NC1=CC(=CC=C1)Br)NC1=CC(=CC=C1)Br methylenebis(3-bromoaniline)